[Si](C)(C)(C(C)(C)C)OCC(=O)C1=NC(=CC=C1)C1=CC(=C(C=C1)OC)OCCC 2-((tert-butyldimethylsilyl)oxy)-1-(6-(4-methoxy-3-propoxyphenyl)pyridin-2-yl)ethan-1-one